7-Azanorbornen C12C=CC(CC1)N2